5-{[2-(4-bromophenyl)imidazo[1,2-a]pyridin-3-yl]methyl}-N-(2,6-dimethylphenyl)hexahydropyrrolo[3,4-c]pyrrole-2(1H)-carboxamide BrC1=CC=C(C=C1)C=1N=C2N(C=CC=C2)C1CN1CC2C(C1)CN(C2)C(=O)NC2=C(C=CC=C2C)C